1-nitro-4-(pentan-3-yl)benzene [N+](=O)([O-])C1=CC=C(C=C1)C(CC)CC